C(C)(C)(C)OC(CC1(CCN(CC1)C1=C(C=C(C=C1)O)F)O)=O.C(C)C=1C=C(COC2=C(C3=CC=CC=C3C=C2)C=O)C=CC1 ((3-ethylbenzyl)oxy)-1-naphthalenealdehyde tert-butyl-2-(1-(2-fluoro-4-hydroxyphenyl)-4-hydroxypiperidin-4-yl)acetate